CC1=NNC(=C1)C=1N=CC=2N(C1)N=CC2C#N 6-(3-methyl-1H-pyrazol-5-yl)pyrazolo[1,5-a]pyrazine-3-carbonitrile